5-(hexyl)oxyphenol C(CCCCC)OC=1C=CC=C(C1)O